FC1=CC=C(CN2CCN3N=C(C(=C32)C(=O)N[C@@H](C)C3=CC=C(C(=O)OC)C=C3)C(F)(F)F)C=C1 Methyl (S)-4-(1-(1-(4-fluorobenzyl)-6-(trifluoromethyl)-2,3-dihydro-1H-imidazo[1,2-b]pyrazole-7-carboxamido)ethyl)benzoate